tert-butyl (2S,5S)-5-(4-chlorobenzyl)-2-methylpiperazine-1-carboxylate ClC1=CC=C(C[C@@H]2NC[C@@H](N(C2)C(=O)OC(C)(C)C)C)C=C1